ethyl 7-cyclobutyl-2,5-dimethoxyquinoline-3-carboxylate C1(CCC1)C1=CC(=C2C=C(C(=NC2=C1)OC)C(=O)OCC)OC